t-butylperoxymaleate C(C)(C)(C)OOC(\C=C/C(=O)[O-])=O